C(C)(C)(C)OC(=O)N(C(C(C)N1C[C@@H](C(CC1)(F)F)C1=CC=[N+](C=C1)[O-])=O)C=1N=C(N(C1)CC1=CC(=CC(=C1)F)F)Cl 4-((3S)-1-(1-((tert-butoxycarbonyl)(2-chloro-1-(3,5-difluorobenzyl)-1H-imidazol-4-yl)amino)-1-oxopropan-2-yl)-4,4-difluoropiperidin-3-yl)pyridine 1-oxide